NC=1C(=CC(=C(OC2CN(CC2)C(=O)OC(C)(C)C)C1)Br)[N+](=O)[O-] tert-butyl 3-(5-amino-2-bromo-4-nitro-phenoxy)pyrrolidine-1-carboxylate